NC1=C(C=C(C=C1)CCC1=CC(=C(C=C1)N)C(=O)O)C(=O)O 1,2-Bis(4-amino-3-carboxyphenyl)ethane